FC=1C=CN2C1C(NC1=CC(=CC=C21)CN2CC(C(=CC2)C=2C=NC(=CC2)C(=O)NC([2H])([2H])[2H])C)=O 1'-((3-fluoro-4-oxo-4,5-dihydropyrrolo[1,2-a]quinoxalin-7-yl)methyl)-3'-methyl-N-(methyl-d3)-1',2',3',6'-tetrahydro-[3,4'-bipyridine]-6-carboxamide